COC1=C(C=CC=C1)C1=CC=C2C(=NC=NC2=C1)NC=1C=CC2=C(N=CS2)C1 N-(7-(2-methoxyphenyl)quinazolin-4-yl)benzo[d]thiazol-5-amine